7-(3-isopropyl-5-(1-(oxetan-3-yl)piperidin-4-yl)-1H-indol-2-yl)-5-methyl-[1,2,4]triazolo[1,5-a]pyridine C(C)(C)C1=C(NC2=CC=C(C=C12)C1CCN(CC1)C1COC1)C1=CC=2N(C(=C1)C)N=CN2